(-)-2-(4-Methoxyphenyl)-7-phenyl-4,5,6,7-tetrahydropyrazolo[1,5-a]pyrimidine COC1=CC=C(C=C1)C1=NN2C(NCCC2C2=CC=CC=C2)=C1